OCCCCCCOC#CC1=CC=CC=C1 4-(6-hydroxyhexyloxy)ethynylbenzene